tetradecyl-dihydroxyethyl-methyl-ammonium chloride [Cl-].C(CCCCCCCCCCCCC)[NH+](C)CC(O)O